5-(trifluoromethyl)pyrido[3,4-d]pyrimidin-8-amine FC(C1=CN=C(C=2N=CN=CC21)N)(F)F